O=C(C(=O)N)N1C(CC[C@@H](C1)C)C1=CC(=CC=C1)F |r| 2-oxo-2-[rac-(5S)-2-(3-fluorophenyl)-5-methyl-1-piperidyl]acetamide